ClC1=CC=C2C(=C(N(C2=C1)CCC)C=1OC=NN1)C=O 6-chloro-2-(1,3,4-oxadiazol-2-yl)-1-propyl-1H-indole-3-carbaldehyde